C(=O)(O)C[N+]1=C(C=C(C=C1C)C)C 1-(carboxymethyl)-2,4,6-trimethyl-pyridinium